C(C)(C)(C)C1=NOC(=N1)C(=O)NCC1=CC=C(C=C1)C=1C=2N(C=C(N1)N1CCOCC1)N=CC2 3-(tert-Butyl)-N-(4-(6-morpholinopyrazolo[1,5-a]pyrazin-4-yl)benzyl)-1,2,4-oxadiazole-5-carboxamide